(S)-2-bromo-5-chloro-N-(2-((2,2-dimethyl-1,3-dioxolan-4-yl)methoxy)pyridin-4-yl)-4-(trifluoromethyl)benzamide BrC1=C(C(=O)NC2=CC(=NC=C2)OC[C@@H]2OC(OC2)(C)C)C=C(C(=C1)C(F)(F)F)Cl